tert-butyl 5-((4-(4-((2,6-dioxopiperidin-3-yl)amino)phenyl)-3,3-difluoropiperidin-1-yl)methyl)-3,4-dihydroisoquinoline-2(1H)-carboxylate O=C1NC(CCC1NC1=CC=C(C=C1)C1C(CN(CC1)CC1=C2CCN(CC2=CC=C1)C(=O)OC(C)(C)C)(F)F)=O